FC1=C2CCO[C@@H](C2=CC=C1)CNC (S)-1-(5-fluoroisochroman-1-yl)-N-methyl-methylamine